FC1=CC=C(C=C1)S(=O)(=O)N1C(CCCC1)C(=O)NO 1-((4-fluorophenyl)sulfonyl)-N-hydroxypiperidine-2-carboxamide